3,6-dimethyl-2,5-piperazinedione CC1C(NC(C(N1)=O)C)=O